C(CCCCCCC\C=C/CCCCCCCC)(=O)O.OCC[N+](C)(C)C Choline oleic acid